CC1OCCC=C1 5,6-dihydro-2-methyl-2H-pyran